2-((4aR,6S,7R,8R,8aR)-8-(4-(3-fluorophenyl)-1H-1,2,3-triazol-1-yl)-7-hydroxy-2-phenylhexahydropyrano[3,2-d][1,3]dioxin-6-yl)acetonitrile FC=1C=C(C=CC1)C=1N=NN(C1)[C@@H]1[C@H]([C@@H](O[C@H]2[C@@H]1OC(OC2)C2=CC=CC=C2)CC#N)O